3-chloro-5-fluoro-1H-Indole-7-carboxamide ClC1=CNC2=C(C=C(C=C12)F)C(=O)N